1-(2,2-diphenyltetrahydrofuran-3-yl)-N-methyl-methylamine hydrochloride Cl.C1(=CC=CC=C1)C1(OCCC1CNC)C1=CC=CC=C1